Br.FC(OC1=CC=C(C=C1)C1=C(C(=NS1)O)C1CCNCC1)(F)F 5-(4-trifluoromethoxyphenyl)-4-(4-piperidyl)-3-hydroxyisothiazole hydrobromide